C(C)(C)(C)C1=C(C=CC=C1)C1=NC=CC2=CC=CC=C12.C(C)(C)(C)C1=C(C=CC=C1)C1=NC=CC2=CC=CC=C12.C(C)(C)(C)C1=C(C=CC=C1)C1=NC=CC2=CC=CC=C12.[Ir+3] Iridium(III) Tris[(tertbutylphenyl)isoquinoline]